2-[2-(cyclopropylmethyl)-1-[(3-fluoro-4-sulfamoyl-phenyl)methyl]-5-[3-[2-(1-methyl-4-piperidyl)ethynyl]phenyl]pyrrol-3-yl]thiazole-4-carboxylic acid C1(CC1)CC=1N(C(=CC1C=1SC=C(N1)C(=O)O)C1=CC(=CC=C1)C#CC1CCN(CC1)C)CC1=CC(=C(C=C1)S(N)(=O)=O)F